NC=1SC=CC1C#N 2-amino-thiophene-3-carbonitrile